NC1=NC(N(C=C1)[C@H]1C([C@@H]2OP(OC[C@H]2O1)(=O)N[C@@H](C)C(=O)OCCCC)(F)F)=O Butyl ((4aR,6R,7aR)-6-(4-amino-2-oxopyrimidin-1(2H)-yl)-7,7-difluoro-2-oxidotetrahydro-4H-furo[3,2-d][1,3,2]dioxaphosphinin-2-yl)-L-alaninate